C(C)(C)(C)OC(=O)NC(C(=O)O)CC(C1=CC=CC=C1)=O 2-((tert-butoxycarbonyl)amino)-4-oxo-4-phenylbutanoic acid